ClC1=C2C(=CC(=CC2=CC=C1F)CC(=O)[O-])O (5-chloro-6-fluoro-4-hydroxy-2-naphthyl)acetate